FC=1C=C2C(=NNC2=CC1OCCOC)C1=CC(=NO1)C1=CC=C(C=C1)C(=O)N1CCN(CCC1)C1COC1 5-Fluoro-6-(2-methoxyethoxy)-3-(3-{4-[4-(oxetan-3-yl)-1,4-diazepan-1-carbonyl]phenyl}-1,2-oxazol-5-yl)-1H-indazol